O=C1CC2(C1)CN(C2)C2=NC=CC(=N2)COC2=CC=C(C=C2)C(C)(C)C2=CC=C(C=C2)OS(=O)(=O)C(F)(F)F.C(=C)C2C1CC3(CC(CC2C3)C1)P(C(C)(C)C)C13CC2C(C(CC(C1)C2)C3)C=C di(4-vinyl-adamantyl)tert-butylphosphine 4-(2-(4-((2-(2-oxo-6-azaspiro[3.3]heptane-6-yl)pyrimidin-4-yl)methoxy)phenyl)propan-2-yl)phenyl-triflate